C(CCCCCCCC)N(CCN(CCCCCCCCN(CCCCCCCCC)CCCCCCCCC)CCCCCCCCC)CCCCCCCCC N1-(2-(dinonylamino)ethyl)-N1,N8,N8-trinonyloctane-1,8-diamine